C(=O)C=1C=CC(=NC1OC)C=1C(=C(C=CC1)C1=C(C(=CC=C1)NC(=O)C=1C(N(C(N(C1)C)=O)C)=O)C)C N-(3'-(5-formyl-6-methoxypyridin-2-yl)-2,2'-dimethyl-[1,1'-biphenyl]-3-yl)-1,3-dimethyl-2,4-dioxo-1,2,3,4-tetrahydropyrimidine-5-carboxamide